lithium bis(fluoromalonate) borate B([O-])(O)O.FC(C(=O)O)C(=O)O.FC(C(=O)O)C(=O)O.[Li+]